C(C)(C)(C)OC(N(C)CCN1CCN(CC1)C1=NC=C(C=C1F)OCCOC([2H])([2H])[2H])=O.O1[C@H](COC2=C1C=CC=C2)C2=CC=C(CN1CC(CC1)NC(C)=O)C=C2 N-(1-{4-[(2S)-2,3-dihydro-1,4-benzodioxin-2-yl]benzyl}pyrrolidin-3-yl)acetamide tert-butyl-{2-[4-(3-fluoro-5-{2-[(2H3)methyloxy]ethoxy}pyridin-2-yl)piperazin-1-yl]ethyl}methylcarbamate